C[C@@H]1CN(C[C@@H](N1)C)C1=C2C=NC(=NC2=C(C=C1)C(=O)NC1=CC2=CN(N=C2C(=C1)F)C)OCC=1N(C=NC1)C 5-[(3R,5S)-3,5-dimethylpiperazin-1-yl]-N-(7-fluoro-2-methyl-indazol-5-yl)-2-[(3-methylimidazol-4-yl)methoxy]quinazoline-8-carboxamide